C(C1=CC=CC=C1)OC1=NC(=CC=C1C1=NN(C2=CC(=CC=C12)N1CCC(CC1)CCN1CCN(CC1)C(=O)OC(C)(C)C)C)OCC1=CC=CC=C1 tert-butyl 4-(2-(1-(3-(2,6-bis(benzyloxy)pyridin-3-yl)-1-methyl-1H-indazol-6-yl)piperidin-4-yl)ethyl)piperazine-1-carboxylate